tert-butyl ((1R,5S,6r)-3-(5-(3-cyano-6-(1-methyl-1H-pyrazol-4-yl)pyrazolo[1,5-a]pyrazin-4-yl)pyridin-2-yl)-3-azabicyclo[3.1.1]heptan-6-yl)carbamate C(#N)C=1C=NN2C1C(=NC(=C2)C=2C=NN(C2)C)C=2C=CC(=NC2)N2C[C@@H]1C([C@H](C2)C1)NC(OC(C)(C)C)=O